FC(C(=O)O)(F)F.CNC1C=C(C1)C1=C(C=CC=C1)C N-Methyl-3-(o-tolyl)cyclobut-2-en-1-amine, trifluoroacetate salt